ClC1=C(C=C(C=C1)C(CN1N=C(C(=C1C(=O)OCC)C(C(F)(F)F)(F)F)C(=O)OCC)=O)F Diethyl 1-[2-(4-chloro-3-fluorophenyl)-2-oxoethyl]-4-(pentafluoroethyl)-1H-pyrazole-3,5-dicarboxylate